ON=CC(C)(C)C1=NOC(=C1)NC(=O)[C@H]1N(CCC1)C1CCOCC1 (S)-1-(Tetrahydro-pyran-4-yl)-pyrrolidine-2-carboxylic acid [3-(2-hydroxyimino-1,1-dimethyl-ethyl)-isoxazol-5-yl]-amide